(S)-4-oxo-4-((1-oxo-1-((phenylmethyl-d2)amino)propan-2-yl)amino)butanoic acid-2,2,3,3-d4 O=C(C(C(C(=O)O)([2H])[2H])([2H])[2H])N[C@H](C(NC([2H])([2H])C1=CC=CC=C1)=O)C